IC=1C(=NC(=NC1)Cl)Cl 5-iodo-2,4-dichloropyrimidine